ClC=1C=NC=C(C1[C@@H](C)OC=1C=C2C(=NNC2=CC1)C=1C=NC(=NC1)N1CC2(C1)CCCN(C2)C(=O)OC)Cl methyl 2-[5-[5-[(1R)-1-(3,5-dichloro-4-pyridyl)ethoxy]-1H-indazol-3-yl]pyrimidin-2-yl]-2,8-diazaspiro[3.5]nonane-8-carboxylate